C(=O)O.N1CC(C1)CNC(CNC(C1=C(C=C(C=C1)NC=1C=2N(C=CN1)C(=CN2)C=2C(=NN(C2)CC#N)C(F)(F)F)CC)=O)=O N-[2-(azetidin-3-ylmethylamino)-2-oxo-ethyl]-4-[[3-[1-(cyanomethyl)-3-(trifluoromethyl)pyrazol-4-yl]imidazo[1,2-a]pyrazin-8-yl]amino]-2-ethyl-benzamide formate